ClC1=NC=2CCCC(C2C(=C1)Cl)=O 2,4-dichloro-7,8-dihydro-6H-quinolin-5-one